OC1=CC=C(C=C1)CCC(=O)N 3-(para-hydroxyphenyl)propionamide